(E)-1-(4-Hydroxyphenyl)-3-[3-(trifluoromethyl)phenyl]prop-2-en-1-one OC1=CC=C(C=C1)C(\C=C\C1=CC(=CC=C1)C(F)(F)F)=O